Benzyl 4-((7aS,8R)-2-chloro-4-(difluoromethyl)-6-hydroxy-5,6,7,7a,8,9-hexahydroazeto[1,2-a]pyrido[3,4-f]azepin-8-yl)piperazine-1-carboxylate ClC1=CC2=C(CC(C[C@@H]3N2C[C@H]3N3CCN(CC3)C(=O)OCC3=CC=CC=C3)O)C(=N1)C(F)F